2-[4-[(3S)-3-[5-(2-oxoazetidin-1-yl)-3-pyridinyl]isoxazolidine-2-carbonyl]-1-piperidinyl]pyrimidine-4-carboxamide O=C1N(CC1)C=1C=C(C=NC1)[C@H]1N(OCC1)C(=O)C1CCN(CC1)C1=NC=CC(=N1)C(=O)N